(R)-methyl 6-(2-(2-(6-(4-aminochroman-6-yloxy)hexyloxy)ethoxy)ethoxy)hexanoate hydrochloride Cl.N[C@@H]1CCOC2=CC=C(C=C12)OCCCCCCOCCOCCOCCCCCC(=O)OC